(15R)-20-Amino-8-fluoro-15-methyl-6,18-bis(trifluoromethyl)-16,23-dioxa-3,4,21-triazatetracyclo[15.3.1.12,5.17,11]tricosa-1(21),2,4,7(22),8,10,17,19-octaen-6-ol NC1=CC(=C2O[C@@H](CCCC3=CC=C(C(C(C4=NN=C(C1=N2)O4)(O)C(F)(F)F)=C3)F)C)C(F)(F)F